N-(2-bromo-5-methoxyphenyl)cyclopropanecarboxamide BrC1=C(C=C(C=C1)OC)NC(=O)C1CC1